(S)-3-(5-(((S)-1-((2-(1-Acetylpiperidin-4-yl)quinazolin-6-yl)methyl)pyrrolidin-3-yl)oxy)-1-oxoisoindolin-2-yl)piperidine-2,6-dione C(C)(=O)N1CCC(CC1)C1=NC2=CC=C(C=C2C=N1)CN1C[C@H](CC1)OC=1C=C2CN(C(C2=CC1)=O)[C@@H]1C(NC(CC1)=O)=O